Octane divanillate C(C1=CC(OC)=C(O)C=C1)(=O)O.C(C1=CC(OC)=C(O)C=C1)(=O)O.CCCCCCCC